tert-butyl N-[[4-(1-isopropylpyrazol-4-yl)-1-[4-(trifluoromethoxy)phenyl]pyrazolo[3,4-b]pyridin-3-yl]methyl]carbamate C(C)(C)N1N=CC(=C1)C1=C2C(=NC=C1)N(N=C2CNC(OC(C)(C)C)=O)C2=CC=C(C=C2)OC(F)(F)F